ClC1=CC=C(C=C1)N1C[C@H](CC1)S(=O)(=O)C (S)-1-(4-chlorophenyl)-3-(methylsulfonyl)pyrrolidine